NC1=C2CN(CC2=CC=C1)C(=O)C1=C(C=C(C(=C1)C)OCOC)OCOC (4-Aminoisoindolin-2-yl)(2,4-bis(methoxymethoxy)-5-methylphenyl)methanone